N-tertiary butyl-benzothiazolesulfenamide C(C)(C)(C)NSC=1SC2=C(N1)C=CC=C2